((1-(4-bromophenyl)azetidin-3-yl)methyl)-4-(((tert-butyldimethylsilyl)oxy)methyl)piperidine BrC1=CC=C(C=C1)N1CC(C1)CN1CCC(CC1)CO[Si](C)(C)C(C)(C)C